3-((3-exo)-3-((7-((5-methyl-1H-pyrazol-3-yl)amino)imidazo[1,2-c]pyrimidin-5-yl)amino)-8-azabicyclo[3.2.1]octan-8-yl)propionitrile CC1=CC(=NN1)NC1=CC=2N(C(=N1)NC1CC3CCC(C1)N3CCC#N)C=CN2